BrC=1C=C2CCN(C(C2=CC1)C1=CC=CC=C1)C(=O)OC(C)(C)C tert-butyl 6-bromo-1-phenyl-3,4-dihydro-1H-isoquinoline-2-carboxylate